5-AMINO-6-ETHOXYPYRIDINE-3-BORONIC ACID NC=1C=C(C=NC1OCC)B(O)O